1-(3-(3-(4-chlorophenyl)propoxy)propyl)piperidine hydrochloride Cl.ClC1=CC=C(C=C1)CCCOCCCN1CCCCC1